tungsten-aluminum [Al].[W]